13-(decanoyloxy)-7-hydroxytridecyl 3-heptyldecanoate C(CCCCCC)C(CC(=O)OCCCCCCC(CCCCCCOC(CCCCCCCCC)=O)O)CCCCCCC